F[C@H](C1=CC(=CC(=N1)C(=O)NC)C(=O)N[C@@H]1[C@H](C1)C)C1=CC=CC=C1 6-((S)-fluoro(phenyl)methyl)-N2-methyl-N4-((1S,2S)-2-methylcyclopropyl)pyridine-2,4-dicarboxamide